N=1SCCN2C1C=NC=C2 3,4-dihydropyrazino[2,1-c][1,2,4]thiadiazine